N1C(C=CC2=C1C=NNC2=O)=O pyrido[2,3-d]pyridazin-2,5(1H,6H)-dione